ClC=1N=CC(=NC1)N1N=C(C=C1)N 1-(5-chloropyrazin-2-yl)-1H-pyrazol-3-amine